FC(C1=CC=C2C(=CC=NC2=C1)SCC1CC(C1)CCNC1=CC=CC=C1)(F)F N-(2-(3-(((7-(trifluoromethyl)quinolin-4-yl)thio)methyl)cyclobutyl)ethyl)aniline